N1=CC=CC2=CC=CC(=C12)C(CC)O (quinolin-8-yl)propan-1-ol